3-fluoro-5-(2-methoxyphenyl)pyridine-4-carboxylic acid FC=1C=NC=C(C1C(=O)O)C1=C(C=CC=C1)OC